6-chloro-2-((3-(5-(3,5-difluorophenyl)-4,5-dihydro-1H-pyrazole-1-carbonyl)-bicyclo[1.1.1]pentan-1-yl)-methyl)-2H-indazole-5-carbonitrile ClC=1C(=CC2=CN(N=C2C1)CC12CC(C1)(C2)C(=O)N2N=CCC2C2=CC(=CC(=C2)F)F)C#N